tertiary butanol sulfate S(=O)(=O)(O)OC(C)(C)C